O=C1NC(CCC1NC(CCCCC)=O)=O N-(2,6-dioxopiperidin-3-yl)hexanamide